1-(1H-1,2,3-triazol-1-yl)-2,4,6-triphenylpyridine N1(N=NC=C1)N1C(C=C(C=C1C1=CC=CC=C1)C1=CC=CC=C1)C1=CC=CC=C1